2-[[1-[[6-(4-Chlorophenoxy)pyridin-3-yl]methyl]-4-hydroxy-6-oxo-2,3-dihydropyridine-5-carbonyl]amino]acetic acid ClC1=CC=C(OC2=CC=C(C=N2)CN2CCC(=C(C2=O)C(=O)NCC(=O)O)O)C=C1